CN1C(N(C(C=C1)=O)C)=O 1,3-dimethyl-2,4-dioxo-1,2,3,4-tetrahydropyrimidine